C(C)(C)(C)OOC1(CCCCC1)OOC(C)(C)C 1,1-Di-(tert-butylperoxy)-cyclohexan